NC=1C(=NC2=C(C(=C(C=C2C1N([C@H]1[C@H]2CN([C@@H]1C2)C(=O)OC(C)(C)C)C(=O)OC(C)(C)C)I)Br)F)SC tert-Butyl (1R,4R,5S)-5-((3-amino-7-bromo-8-fluoro-6-iodo-2-(methylthio)quinolin-4-yl)(tert-butoxycarbonyl)amino)-2-azabicyclo[2.1.1]hexane-2-carboxylate